N-(6-cyano-1-cyclobutyl-7-(trifluoromethyl)-1H-benzo[d]imidazol-2-yl)-3,3-dimethylbutyramide C(#N)C=1C=CC2=C(N(C(=N2)NC(CC(C)(C)C)=O)C2CCC2)C1C(F)(F)F